COC1=CC=C(C(=O)C=2C(OC3=CC=CC=C3C2)=O)C=C1 3-(4-methoxybenzoyl)coumarin